(5-(1H-pyrazol-4-yl)thiophen-3-yl)(3-hydroxy-3-(pyrimidin-2-yl)-8-azabicyclo[3.2.1]Oct-8-yl)methanone N1N=CC(=C1)C1=CC(=CS1)C(=O)N1C2CC(CC1CC2)(C2=NC=CC=N2)O